ClC=1C=C(C=CC1Cl)C=1N(C(=CC(C1C(=O)O)=O)CN1C=NC(=C1C#N)C#N)CC 2-(3,4-dichlorophenyl)-6-[(4,5-dicyanoimidazol-1-yl)methyl]-1-ethyl-4-oxo-pyridine-3-carboxylic acid